N1N=NC=C1COC1=C(C=C(C=C1)CC)S(=O)(=O)NC1=NOC2=C1C(=CC(=C2)CN2N=CC(=C2)CNC(C(=C)F)=O)OC N-((1-((3-((2-((1H-1,2,3-triazol-5-yl)methoxy)-5-ethylphenyl)sulfonamido)-4-methoxybenzo[d]isoxazol-6-yl)methyl)-1H-pyrazol-4-yl)methyl)-2-fluoroacrylamide